C(C1=CC=CC=C1)N(C1CCC(CC1)NC(OC(C)(C)C)=O)C tert-butyl (4-(benzyl(methyl)amino)cyclohexyl)carbamate